O1C(COC12CCCCC2)CN=C(N)N 2-(1,4-dioxaspiro[4.5]decan-2-ylmethyl)guanidine